ClC1=C(C=C2C(C(NC2=C1)=O)=C(O)C=1C=NC(=NC1)N(C)C)C1=CC=C(C=C1)N1CC(CC1)O 6-chloro-3-[[2-(dimethylamino)pyrimidin-5-yl]-hydroxy-methylene]-5-[4-(3-hydroxypyrrolidin-1-yl)phenyl]indolin-2-one